C(CCCCCCCCCCCCCCC)C1=C(SC=C1)C1=CC2=C(S1)C=C(S2)C=2SC=CC2CCCCCCCCCCCCCCCC 2,5-bis(3-hexadecylthiophene-2-yl)thieno[3,2-b]thiophene